NC1=C(C=C(C=C1C(=O)N)C=1C=NN(C1)C)C1=C(C(=CC=C1C)O)C 2-amino-3'-hydroxy-2',6'-dimethyl-5-(1-methyl-1H-pyrazol-4-yl)-[1,1'-biphenyl]-3-carboxamide